4-((4-chloro-5-(perfluoroethyl)pyrimidin-2-yl)amino)benzenesulfonamide ClC1=NC(=NC=C1C(C(F)(F)F)(F)F)NC1=CC=C(C=C1)S(=O)(=O)N